Di-n-butyl difluoromaleate F/C(=C(/C(=O)OCCCC)\F)/C(=O)OCCCC